(1-{2,6-difluoro-4-[4-(2-methoxy-ethoxy)-6-methyl-pyrimidin-2-yl]-phenyl}-piperidin-4-yl)-acetic acid ethyl ester C(C)OC(CC1CCN(CC1)C1=C(C=C(C=C1F)C1=NC(=CC(=N1)OCCOC)C)F)=O